ClC=1C=C(C=C(C1)OC(F)(F)F)C1=CC(=CC=C1)[C@H](C(=O)N1CC2=C(CCC1)N=C(NC2=O)C2(CC2)C2=CC=CC=C2)O (R)-6-(2-(3'-chloro-5'-(trifluoromethoxy)-[1,1'-biphenyl]-3-yl)-2-hydroxyacetyl)-2-(1-phenylcyclopropyl)-3,5,6,7,8,9-hexahydro-4H-pyrimido[5,4-c]azepin-4-one